ClC=1C(N(N=CC1NCC1CS(CCC1)(=O)=O)C1=CC=C(C=C1)C1CCCC1)=O 4-chloro-2-(4-cyclopentylphenyl)-5-[(1,1-dioxothian-3-yl)methylamino]pyridazin-3-one